1-chloro-2,3-epoxypropane ClCC1CO1